FC1=C(C=C(C(=C1)OC)OCC=1C(=CC=C2C=CC=NC12)F)N1C(NC=2C(C1=O)=C(SC2)C(=O)O)=O 3-{2-fluoro-5-[(7-fluoroquinolin-8-yl)methoxy]-4-methoxyphenyl}-2,4-dioxo-1H-thieno[3,4-d]pyrimidine-5-carboxylic acid